3-(2-(dimethyl-amino)ethyl)-4-nitro-N-phenylaniline CN(CCC=1C=C(NC2=CC=CC=C2)C=CC1[N+](=O)[O-])C